N-(2,4-dichloro-6-meth-ylbenzyl)-5-fluoro-8-hydroxy-8-(methoxymeth-yl)-5,6,7,8-tetrahydro-quinoline-5-carboxamide ClC1=C(CNC(=O)C2(C=3C=CC=NC3C(CC2)(COC)O)F)C(=CC(=C1)Cl)C